O(C1=CC=CC=C1)C1=CC=C(C=C1)OC(OC1=CC=C(C=C1)OC1=CC=CC=C1)=O di(4-phenoxyphenyl)-carbonate